1-(3-(2,3'-dichloro-6,6'-difluoro-2'-hydroxy-[1,1'-biphenyl]-4-yl)-5,6-dihydro-[1,2,4]triazolo[4,3-a]pyrazin-7(8H)-yl)prop-2-en-1-one ClC1=C(C(=CC(=C1)C1=NN=C2N1CCN(C2)C(C=C)=O)F)C2=C(C(=CC=C2F)Cl)O